4-isopropyl-5-(5-(2-methoxyethyl)-4H-1,2,4-triazole-3-yl)-2-methylbenzoic acid C(C)(C)C1=CC(=C(C(=O)O)C=C1C1=NN=C(N1)CCOC)C